2-chloro-6-(5-isopropyl-1H-tetrazol-1-yl)pyridine 1,2,3,4-tetrahydro-[1,1'-biphenyl]-2-carboxylate C1(C(CCC=C1)C(=O)O)C1=CC=CC=C1.ClC1=NC(=CC=C1)N1N=NN=C1C(C)C